N,6-dimethyl-5-(piperazin-1-yl)pyridine-2-carboxamide hydrochloride Cl.CNC(=O)C1=NC(=C(C=C1)N1CCNCC1)C